4-oxo-6-((1R,2R)-2-(pyrimidin-2-yl)cyclobutyl)-1-((S)-1-(4-(trifluoromethyl)phenyl)ethyl)-4,5-dihydro-1H-pyrazolo[3,4-d]pyrimidine-3-carbonitrile O=C1C2=C(N=C(N1)[C@H]1[C@@H](CC1)C1=NC=CC=N1)N(N=C2C#N)[C@@H](C)C2=CC=C(C=C2)C(F)(F)F